(S)-2-chloro-N-(2-hydroxypropyl)acetamide ClCC(=O)NC[C@H](C)O